P(=O)(OC[N+]1(CCN(CC1)C1=CC=CC=2SC=CC21)CCCCOC2=CC=C1C=CC(NC1=C2)=O)(OCC(=O)OCC)[O-] (4-(benzo[b]thiophen-4-yl)-1-(4-((2-oxo-1,2-dihydroquinolin-7-yl)oxy)butyl)piperazin-1-ium-1-yl)methyl (2-ethoxy-2-oxoethyl) phosphate